CC1=C(C=C(C(=O)N)C=C1)C1=CC=C(C=C1)C=1C(=NNC1C)C1=CC=NC=C1 4-methyl-3-[4-[5-methyl-3-(4-pyridyl)-1H-pyrazol-4-yl]phenyl]benzamide